Cl.ClC1=CC(=NC2=NC=C(C=C12)N1C[C@@H](CC1)NC)C1=CC2=CN(N=C2C(=C1O)C)C 5-{4-chloro-6-[(3R)-3-(methylamino)pyrrolidin-1-yl]-1,8-naphthyridin-2-yl}-2,7-dimethylindazol-6-ol hydrochloride